octan-4-yl benzoate C(C1=CC=CC=C1)(=O)OC(CCC)CCCC